C(=CC=C)C=1OC=CC1 2-(1,3-butadienyl)furan